diethyl (azepan-4-ylmethyl)phosphonate N1CCC(CCC1)CP(OCC)(OCC)=O